oxalic acid samarium [Sm].C(C(=O)O)(=O)O